calcium (2S,3R)-p-methylsulphonylphenylserine salt CS(=O)(=O)C1=CC=C(C=C1)N[C@@H](CO)C(=O)[O-].[Ca+2].CS(=O)(=O)C1=CC=C(C=C1)N[C@@H](CO)C(=O)[O-]